BrC1=NN=C(S1)COC1=CC=CC(=N1)C1=CC(=C(C=C1F)CC=1N(C2=C(N1)C=CC(=C2)C(=O)OC)C[C@H]2OCC2)F Methyl 2-[[4-[6-[(5-bromo-1,3,4-thiadiazol-2-yl)methoxy]-2-pyridyl]-2,5-difluoro-phenyl]methyl]-3-[[(2S)-oxetan-2-yl]methyl]benzimidazole-5-carboxylate